2-(R)-(4-((1-allylpyrrolidin-3-yl)oxy)phenyl)(6-hydroxy-2-(4-hydroxyphenyl)benzo[b]thiophen-3-yl)methanone C(C=C)N1CC(CC1)OC1=CC=C(C=C1)[C@@]1(C(C2=C(S1)C=C(C=C2)O)C=O)C2=CC=C(C=C2)O